CC1(CS1)SSSC1(C)CS1 (β-epithiopropyl)trisulfide